Cl.N(C1=CC=CC=C1)C1=NC=NC2=CC=CC=C12 4-anilinoquinazoline hydrochloride salt